[Cl-].[Mn+3].FC1=C(C(=C(C(=C1C=1C2=CC=C(N2)C(=C2C=CC(C(=C3C=CC(=C(C=4C=CC1N4)C4=C(C(=C(C(=C4F)F)F)F)F)N3)C3=C(C(=C(C(=C3F)F)F)F)F)=N2)C2=C(C(=C(C(=C2F)F)F)F)F)F)F)F)F.[Cl-].[Cl-] 5,10,15,20-tetra(pentafluorophenyl)porphyrin manganese (III) chloride